diethyl (3S)-8,8-difluoro-7-hydroxy-5-oxo-1,2,3,5,8,8a-hexahydroindolizine-3,6-dicarboxylate FC1(C(=C(C(N2[C@@H](CCC12)C(=O)OCC)=O)C(=O)OCC)O)F